1-(3,4,5-tri(benzyloxy)benzoyl)piperazine-2-carboxylic acid methyl ester COC(=O)C1N(CCNC1)C(C1=CC(=C(C(=C1)OCC1=CC=CC=C1)OCC1=CC=CC=C1)OCC1=CC=CC=C1)=O